ClC1=CC=C(C[C@@H]2NC[C@H]3N(C2)C[C@@H](C3)O)C=C1 (3S,7R,8aS)-3-(4-chlorobenzyl)octahydropyrrolo[1,2-a]pyrazin-7-ol